C(C)(C)C=1C(=NNC1C=1C=C(C=2N(C1)N=CN2)OC)C=2SC(=C(N2)C(F)(F)F)C2CCN(CC2)C 2-(4-isopropyl-5-(8-methoxy-[1,2,4]triazolo[1,5-a]pyridin-6-yl)-1H-pyrazol-3-yl)-5-(1-methylpiperidin-4-yl)-4-(trifluoromethyl)thiazole